(3S*)-3-(7-{[(2R,5S)-2-ethyl-5-methyl-2,3-dihydropyrido[2,3-f][1,4]oxazepine-4(5H)-yl]methyl}-1-benzothiophen-5-yl)-3-(7-hydroxy-1,4-dimethyl-1H-benzotriazol-5-yl)propanoic acid C(C)[C@H]1OC2=C([C@@H](N(C1)CC1=CC(=CC=3C=CSC31)[C@H](CC(=O)O)C3=C(C1=C(N(N=N1)C)C(=C3)O)C)C)N=CC=C2 |o1:19|